3-bromo-1-((2-(trimethylsilyl)ethoxy)methyl)-1H-pyrazol-5-amine BrC1=NN(C(=C1)N)COCC[Si](C)(C)C